6-(2-amino-6-fluoro-5-(4-((1-(oxetan-3-yl)piperidin-4-yl)oxy)phenyl)pyridin-3-yl)-3,4-dihydroisoquinolin-1(2H)-one NC1=NC(=C(C=C1C=1C=C2CCNC(C2=CC1)=O)C1=CC=C(C=C1)OC1CCN(CC1)C1COC1)F